FC1=C(C=CC(=C1F)C)C=1N=NN(C1)[C@H]1[C@H]([C@H](O[C@@H]([C@@H]1OC)CC1=NOC(=C1)C1(COC1)C)CO)O (2R,3R,4S,5R,6R)-4-(4-(2,3-difluoro-4-methylphenyl)-1H-1,2,3-triazol-1-yl)-2-(hydroxymethyl)-5-methoxy-6-((5-(3-methyloxetan-3-yl)isoxazol-3-yl)methyl)tetrahydro-2H-pyran-3-ol